FC=1C(=C(C=CC1F)[C@H]1[C@@H](O[C@]([C@@H]1C)(C)C(F)F)C(=O)NC1=CC(=NC=C1)C(=O)N)OC 4-((2R,3S,4R,5S)-3-(3,4-difluoro-2-methoxyphenyl)-5-(difluoromethyl)-4,5-dimethyltetrahydrofuran-2-carboxamido)picolinamide